sodium 5-nitro-2-[(E)-2-(4-nitro-2-sulfo-phenyl)vinyl]benzenesulfonate [N+](=O)([O-])C=1C=CC(=C(C1)S(=O)(=O)[O-])\C=C\C1=C(C=C(C=C1)[N+](=O)[O-])S(=O)(=O)O.[Na+]